N-(4-(6-(azetidin-3-yl)pyrrolo[2,1-f][1,2,4]triazin-4-yl)-2-methylbenzyl)-5-(tert-butyl)-1,2,4-oxadiazole-3-carboxamide trifluoroacetate FC(C(=O)O)(F)F.N1CC(C1)C=1C=C2C(=NC=NN2C1)C1=CC(=C(CNC(=O)C2=NOC(=N2)C(C)(C)C)C=C1)C